C(C)(C)(C)OC(=O)N1CC(CCC1)CN1N=C(C=C1OCC)C1=CC(=C(C=C1)C#N)F 3-((3-(4-cyano-3-fluorophenyl)-5-ethoxy-1H-pyrazol-1-yl)methyl)piperidine-1-carboxylic acid tert-butyl ester